4-((4-(4-(1-methyl-1H-indole-3-carbonyl)-9H-carbazol-9-yl)piperidin-1-yl)methyl)benzonitrile CN1C=C(C2=CC=CC=C12)C(=O)C1=CC=CC=2N(C3=CC=CC=C3C12)C1CCN(CC1)CC1=CC=C(C#N)C=C1